N-(4-{[3-({2-[(tert-butyldimethylsilyl)oxy]ethyl}sulfanyl)-6-(5-chloro-2-fluorophenyl)pyridazin-4-yl]amino}pyridin-2-yl)-2-methyl-2,8-diazaspiro[4.5]decane-8-carboxamide [Si](C)(C)(C(C)(C)C)OCCSC=1N=NC(=CC1NC1=CC(=NC=C1)NC(=O)N1CCC2(CCN(C2)C)CC1)C1=C(C=CC(=C1)Cl)F